C(C)(C)(C)C=1C=C(OC2CCC3(CN(C3)C(=O)C3CC(C3)(C)O)CC2)C=CC1 (7-(3-(tert-Butyl)phenoxy)-2-azaspiro[3.5]nonan-2-yl)((1s,3s)-3-hydroxy-3-methylcyclobutyl)methanon